C(C)OC(C1=CC=C(C=C1)N1C(N(CC1)CC1=CC=NC=C1)=O)=O 4-(2-Oxo-3-pyridin-4-ylmethyl-imidazolidin-1-yl)-benzoic acid ethylester